FC=1C(=CC2=C(N=C(S2)NC[C@H](CNC2=NC=C(C=N2)SC)C)C1)C(=O)O (S)-5-Fluoro-2-((2-methyl-3-((5-(methylthio)pyrimidin-2-yl)amino)propyl)amino)benzo[d]thiazole-6-carboxylic acid